NC1=C(C=CC(=C1F)NCC1=CC=C(C=C1)O)NC(CCCCCCC)=O N-(2-amino-3-fluoro-4-((4-hydroxybenzyl)amino)phenyl)octanamide